FC1=CC=C(C=C1)NC(NCCN1CCOCC1)=O 3-(4-fluorophenyl)-1-[2-(4-morpholinyl)ethyl]urea